2-(4-(methyl-sulfonyl)azepane-1-carbonyl)anthracene-9,10-dione CS(=O)(=O)C1CCN(CCC1)C(=O)C1=CC=2C(C3=CC=CC=C3C(C2C=C1)=O)=O